5-chloro-4-(3-propylmorpholin-4-yl)-2-(4-pyridinyl)-1H-pyrimidin-6-one ClC1=C(N=C(NC1=O)C1=CC=NC=C1)N1C(COCC1)CCC